4-fluoro-N-{[3-fluoro-4-(propan-2-yl)phenyl](phenyl)methyl}-1-[2-(5-methyl-2,4-dioxo-1,2,3,4-tetrahydropyrimidin-1-yl)acetyl]pyrrolidine-2-carboxamide FC1CC(N(C1)C(CN1C(NC(C(=C1)C)=O)=O)=O)C(=O)NC(C1=CC=CC=C1)C1=CC(=C(C=C1)C(C)C)F